[Li+].NC1=NN2C(C=C(C=C2)C=2C=C(C(=C(C(=O)[O-])C2)C)F)=N1 5-(2-amino-[1,2,4]triazolo[1,5-a]pyridin-7-yl)-3-fluoro-2-methylbenzoic acid, lithium salt